FC(C=1C=C(C=C(C1)C(F)(F)F)C1=NN(C=N1)\C=C/1\C(N(C(N1CCOCCOCCO)=O)C)=O)(F)F (Z)-5-((3-(3,5-bis(trifluoromethyl)phenyl)-1H-1,2,4-triazol-1-yl)methylene)-1-(2-(2-(2-Hydroxyethoxy)ethoxy)ethyl)-3-methylimidazoline-2,4-dione